3-isopropenyl-α,α-dimethylbenzylisocyanate C(=C)(C)C=1C=C(C(C)(C)N=C=O)C=CC1